CC1=CC(N(C2=CC=CC=C12)C=1C(N(C(C1)=O)CC1CCOCC1)=O)=O 3-(4-methyl-2-oxoquinolin-1(2H)-yl)-1-((tetrahydro-2H-pyran-4-yl)methyl)-1H-pyrrole-2,5-dione